ClC=1N=C(C2=C(N1)C=CO2)NCC2=C(C=C(C=C2)C=2N(C=C(N2)C(F)(F)F)C)OC 2-chloro-N-(2-methoxy-4-(1-methyl-4-(trifluoromethyl)-1H-imidazol-2-yl)benzyl)furo[3,2-d]pyrimidin-4-amine